4-(3-(4-(1H-pyrazol-4-yl)phenyl)imidazo[1,2-b]pyridazin-6-yl)-2,6-dimethylmorpholine N1N=CC(=C1)C1=CC=C(C=C1)C1=CN=C2N1N=C(C=C2)N2CC(OC(C2)C)C